OC1=C(C(=O)O)C(=CC(=C1CC=C(C)C)OC(C)C)\C=C\C1=CC=C(C=C1)C(F)(F)F (E)-2-hydroxy-4-isopropoxy-3-(3-methylbut-2-en-1-yl)-6-(4-(trifluoromethyl)styryl)benzoic acid